ClC=1C=C(C=CC1)C=1C=CC(=NC1)N1CCN(CC1)C(=O)C=1C=CC2=CC(N=C2C1)=O 6-(4-(5-(3-chlorophenyl)pyridin-2-yl)piperazine-1-carbonyl)indol-2-one